1,2,3-Trivinylbenzene C(=C)C1=C(C(=CC=C1)C=C)C=C